NC1=NC(=NC=C1CN(C=O)C(C)=C(CCOP(=O)(O)O)\S=C(\C1=C(C=CC=C1)Br)/[O-])C (Z)-S-(2-(N-((4-amino-2-methylpyrimidin-5-yl)methyl)formamido)-5-(phosphonooxy)pent-2-en-3-yl)2-bromobenzothioate